FC=1C=C2C(=C(C(N(C2=CC1)C)=O)[N+](=O)[O-])N1CCN(CC1)CC1=CC(=CC=C1)F 6-Fluoro-4-{4-[(3-fluorophenyl)methyl]piperazin-1-yl}-1-methyl-3-nitro-1,2-dihydro-quinolin-2-one